(((12-hydroxyoctadecanoyl)oxy)methyl)octadecanoic acid-(2'-ethylhexyl) ester C(C)C(COC(C(CCCCCCCCCCCCCCCC)COC(CCCCCCCCCCC(CCCCCC)O)=O)=O)CCCC